S1C=NC2=C1C=C(C=C2)\C=C/2\C(NC(=N2)N[C@@H](COCC#C)CC(C)C)=O (R,Z)-5-(benzo[d]thiazol-6-ylmethylene)-2-((4-methyl-1-(prop-2-yn-1-yloxy)pentan-2-yl)amino)-3,5-dihydro-4H-imidazol-4-one